COC=1C=CC=C(C1)C1=NOC=C1 3-(5-methoxyphenyl)-isoxazole